2-[[2-(3-tert-butylphenyl)-6-fluoro-1H-indol-5-yl]oxy]acetic acid C(C)(C)(C)C=1C=C(C=CC1)C=1NC2=CC(=C(C=C2C1)OCC(=O)O)F